N-(3-Fluoro-4-(5-(2-fluorobenzamido)-1-methyl-1H-pyrazol-3-yl)phenyl)-2-methylnicotinamide FC=1C=C(C=CC1C1=NN(C(=C1)NC(C1=C(C=CC=C1)F)=O)C)NC(C1=C(N=CC=C1)C)=O